C(C)OC(C1=CC(=C(C=C1)Br)C1OCCCO1)=O 4-bromo-3-(1,3-dioxan-2-yl)benzoic acid ethyl ester